myristyl-picolinium C(CCCCCCCCCCCCC)[N+]1=C(C=CC=C1)C